N,N-di(2,3-dihydroxypropyl)(aminopropyl)triethoxysilane OC(CN(CC(CO)O)CCC[Si](OCC)(OCC)OCC)CO